N-(3-(2,4-difluorophenoxy)-2,3-dihydro-1H-inden-5-yl)acrylamide tert-butyl-(S)-(4-(2,2,2-trifluoro-1-(N-methyl-1,1-dioxidotetrahydro-2H-thiopyran-4-carboxamido)ethyl)phenyl)carbamate C(C)(C)(C)N(C(O)=O)C1=CC=C(C=C1)[C@@H](C(F)(F)F)N(C(=O)C1CCS(CC1)(=O)=O)C.FC1=C(OC2CCC3=CC=C(C=C23)NC(C=C)=O)C=CC(=C1)F